mono(isopropoxy)titanium tri(isostearate) C(CCCCCCCCCCCCCCC(C)C)(=O)[O-].C(CCCCCCCCCCCCCCC(C)C)(=O)[O-].C(CCCCCCCCCCCCCCC(C)C)(=O)[O-].C(C)(C)O[Ti+3]